C(C)(C)(C)N(C(O)=O)[C@H]1C[C@H](CCC1)C(NC1=NC=C(C(=C1)I)C)=O.C1(=C(C(=CC2=CC=CC=C12)P(O)(=O)O)O)C1=CC=CC2=CC=CC=C12 binaphtholphosphonic acid tert-butyl-((1R,3S)-3-((4-iodo-5-methylpyridin-2-yl)carbamoyl)cyclohexyl)carbamate